[(2R,3S,7S)-7-(6-tert-Butyl-5-methyl-pyrrolo[2,3-b]pyrazin-3-yl)-3-(3,3,3-trifluoropropyl)azepan-2-yl]methanol C(C)(C)(C)C1=CC=2C(=NC(=CN2)[C@@H]2CCC[C@H]([C@@H](N2)CO)CCC(F)(F)F)N1C